(3-Borono-5-((3-borono-5-(pentafluoro-λ6-sulfanyl)phenyl)sulfonyl)benzoyl)glycine B(O)(O)C=1C=C(C(=O)NCC(=O)O)C=C(C1)S(=O)(=O)C1=CC(=CC(=C1)S(F)(F)(F)(F)F)B(O)O